CC1=C(C=C(C(=C1)[N+](=O)[O-])C)N=S(=O)(C)C1=CC(=CC=C1)OC ((2,5-dimethyl-4-nitrophenyl)imino)(3-methoxyphenyl)(methyl)-λ6-sulfanone